5-(2-hydroxyethyl)-1-methyl-1H-pyrrole-2-formaldehyde OCCC1=CC=C(N1C)C=O